BrC=1C=C(C=C(C1)C(C)(C)O)S(=O)(=O)N(CC1=CC=C(C=C1)OC)CC1=CC=C(C=C1)OC 3-bromo-5-(2-hydroxypropan-2-yl)-N,N-bis(4-methoxybenzyl)-benzene-sulfonamide